COC1=CC=C(C=C1)S(=O)(=O)NCCC 4-methoxy-N-propylbenzenesulfonamide